3-oxa-7-azabicyclo[3.3.1]nonan-9-ol C12COCC(CNC1)C2O